FC1(CN(CCC1OCC1=CC=C(C=C1)CN)C)F (4-(((3,3-difluoro-1-methylpiperidin-4-yl)oxy)methyl)phenyl)methylamine